4-[({4-Cyano-3-[2-oxo-1-(pyrrolidin-1-carbonyl)-3-(trifluoromethyl)piperidin-4-yl]-1-(1,3-thiazol-4-carbonyl)-1H-pyrazol-5-yl}oxy)methyl]benzol C(#N)C=1C(=NN(C1OCC1=CC=CC=C1)C(=O)C=1N=CSC1)C1C(C(N(CC1)C(=O)N1CCCC1)=O)C(F)(F)F